PHENETHYL TIGLATE C(\C(\C)=C\C)(=O)OCCC1=CC=CC=C1